(R)-4-((1-(2-(4,4-dimethylpiperidin-1-yl)-6-methyl-4-oxo-4H-chromen-8-yl)ethyl)amino)-7-fluoroisoindoline-1,3-dione CC1(CCN(CC1)C=1OC2=C(C=C(C=C2C(C1)=O)C)[C@@H](C)NC1=C2C(NC(C2=C(C=C1)F)=O)=O)C